((6-chloro-2-(4-methylpiperazin-1-yl)pyrido[3,4-d]pyrimidin-4-yl)amino)acetamide ClC1=CC2=C(N=C(N=C2NCC(=O)N)N2CCN(CC2)C)C=N1